2-(diisopropylcarbamoylamino)-4-[[tetrahydrofuran-2-yl]methyl-[4-(5,6,7,8-tetrahydro-1,8-naphthyridin-2-yl)butyl]amino]butanoic acid C(C)(C)N(C(=O)NC(C(=O)O)CCN(CCCCC1=NC=2NCCCC2C=C1)CC1OCCC1)C(C)C